5-chloro-N-((1S,3R)-3-(2-(2-fluorophenyl)-6-(5-oxo-4,5-dihydro-1,2,4-oxadiazol-3-yl)-1H-imidazo[4,5-c]pyridin-1-yl)cyclohexyl)thiazole-2-carboxamide ClC1=CN=C(S1)C(=O)N[C@@H]1C[C@@H](CCC1)N1C(=NC=2C=NC(=CC21)C2=NOC(N2)=O)C2=C(C=CC=C2)F